ClC=1C=CC(=NC1)C=1C=NN(C1O)C1=NC=C(C=C1)S(=O)(=O)C 4-(5-Chloropyridin-2-yl)-1-(5-(methylsulfonyl)pyridin-2-yl)-1H-pyrazol-5-ol